7-[5-(chloromethyl)pyridin-3-yl]-N-[(2,4-dimethoxyphenyl)methyl]-5-(1-methyl-1H-pyrazol-3-yl)-7H-pyrrolo[2,3-d]pyrimidin-4-amine ClCC=1C=C(C=NC1)N1C=C(C2=C1N=CN=C2NCC2=C(C=C(C=C2)OC)OC)C2=NN(C=C2)C